1-methyl-4-((4-(5-methylpyrazolo[1,5-a]pyridin-6-yl)piperidin-1-yl)sulfonyl)-1H-pyrazole CN1N=CC(=C1)S(=O)(=O)N1CCC(CC1)C=1C(=CC=2N(C1)N=CC2)C